(R)-4-(pyridin-2-ylmethyl)-6,6a,7,8,9,10-hexahydro-5H-pyrazino[1,2-a][1,8]naphthyridine N1=C(C=CC=C1)CC=1C=2CC[C@H]3N(C2N=CC1)CCNC3